C(#N)C1=CC=C(C=C1)C1=CC=C(C=C1)C1=CC=C(C=C1)OCCCCCCCCCCC 4-cyano-4''-undecyloxy-p-terphenyl